5-bromo-N-cyclopentyl-N-methylpyridin-2-amine BrC=1C=CC(=NC1)N(C)C1CCCC1